FC1=C(C(=C(C=C1OC)OC)F)C#CC1=NN(C2=C1C(=NC=C2C)N)[C@@H]2CNCC2 (S)-3-((2,6-difluoro-3,5-dimethoxyphenyl)ethynyl)-7-methyl-1-(pyrrolidin-3-yl)-1H-pyrazolo[4,3-c]pyridin-4-amine